C(C1=CC=CC=C1)OC(=O)N[C@@H]1CN([C@H](C=CC1=O)C)C(=O)OCC1=CC=CC=C1 benzyl (3R,7S)-3-(((benzyloxy)carbonyl)amino)-7-methyl-4-oxo-2,3,4,7-tetrahydro-1H-azepine-1-carboxylate